BrC=1C=C2N(N=CC(=C2Cl)C(=NC2=C(C=C(C=C2)O[Si](C)(C)C(C)(C)C)Cl)N)C1 6-bromo-N'-(4-(tert-butyl(dimethyl)silyl)oxy-2-chloro-phenyl)-4-chloro-pyrrolo[1,2-b]pyridazine-3-carboxamidine